4-chloro-3-((2S)-4,4-difluoro-2-(1-fluoroethyl)pyrrolidin-1-yl)-1-((4-(1,1-difluoroethyl)phenyl)sulfonyl)-1H-indazole ClC1=C2C(=NN(C2=CC=C1)S(=O)(=O)C1=CC=C(C=C1)C(C)(F)F)N1[C@@H](CC(C1)(F)F)C(C)F